NCC[Si](OCCCCCCCCCCCCCC)(OCCCCCCCCCCCCCC)OCCCCCCCCCCCCCC 2-aminoethyl(tritetradecanoxysilane)